N-[2-(difluoromethoxy)phenyl]-4-({[3-(2-methoxyethoxy)pyridin-4-yl]methyl}amino)-2-oxo-1,2,5,6-tetrahydropyridine-3-carbothioamide FC(OC1=C(C=CC=C1)NC(=S)C=1C(NCCC1NCC1=C(C=NC=C1)OCCOC)=O)F